FC(C=1C=C(C=CC1F)NC(N(CC1=NNC(=C1)C(F)(F)F)C1=CN=NC(=C1)OC)=O)F 3-(3-(difluoromethyl)-4-fluorophenyl)-1-(6-methoxypyridazin-4-yl)-1-((5-(trifluoromethyl)-1H-pyrazol-3-yl)methyl)urea